5-bromo-N'-(2-chloroacetyl)pyrazine-2-carbohydrazide methyl-(2S,3R)-2-(benzyloxycarbonylamino)-3-(3,3-difluorocyclobutoxy)butanoate COC([C@H]([C@@H](C)OC1CC(C1)(F)F)NC(=O)OCC1=CC=CC=C1)=O.BrC=1N=CC(=NC1)C(=O)NNC(CCl)=O